N1-((S)-3-cyclopropyl-1-oxo-1-(((S)-3-oxo-1-((S)-2-oxopyrrolidin-3-yl)-4-(trifluoromethoxy)butan-2-yl)amino)propan-2-yl)-N2-(1,1-dioxidothietan-3-yl)oxalamide C1(CC1)C[C@@H](C(N[C@@H](C[C@H]1C(NCC1)=O)C(COC(F)(F)F)=O)=O)NC(C(=O)NC1CS(C1)(=O)=O)=O